4-[(7-methoxy-3,4-dihydro-2H-1,4-benzoxazin-4-yl)sulfonyl]benzaldehyde COC1=CC2=C(N(CCO2)S(=O)(=O)C2=CC=C(C=O)C=C2)C=C1